(S)-2-((R)-3-Methyl-morpholin-4-yl)-9-[1-(tetrahydro-furan-2-yl)methyl]-8-trifluoromethyl-6,7,8,9-tetrahydro-pyrimido[1,2-a]-pyrimidin-4-one C[C@H]1N(CCOC1)C=1N=C2N(C(C1)=O)CC[C@H](N2CC2OCCC2)C(F)(F)F